OC1C2CN(C(C1)C2)C(=O)OC(C)(C)C tert-Butyl 5-hydroxy-2-azabicyclo[2.2.1]heptane-2-carboxylate